3-(4-(difluoromethoxy)-2-methylphenoxy)-N-(3-(methylsulfonyl)phenyl)-6-(trifluoromethyl)pyridazine-4-carboxamide pyrido[1,2-a]pyrimidine-7-carboxylate N1=C2N(CC=C1)C=C(C=C2)C(=O)O.FC(OC2=CC(=C(OC=1N=NC(=CC1C(=O)NC1=CC(=CC=C1)S(=O)(=O)C)C(F)(F)F)C=C2)C)F